CC1=C(C=2N(N=C1N1CC=3C=C(C=NC3CC1)C=1C=NC(=CC1)C)C(C=C(N2)C(F)(F)F)=O)C 8,9-dimethyl-7-(3-(6-methylpyridin-3-yl)-7,8-dihydro-1,6-naphthyridin-6(5H)-yl)-2-(trifluoromethyl)-4H-pyrimido[1,2-b]pyridazin-4-one